2-(2-hydroxy-phenyl)-5-methoxy-benzotriazole OC1=C(C=CC=C1)N1N=C2C(=N1)C=CC(=C2)OC